1-(((3-((4-cyanobenzyl)carbamoyl)-1-methyl-2-oxo-1,2-dihydro-1,7-naphthyridin-8-yl)oxy)methyl)cyclopropane C(#N)C1=CC=C(CNC(=O)C=2C(N(C3=C(N=CC=C3C2)OCC2CC2)C)=O)C=C1